N1N=NC2=C1C=CC=C2 cyclohex[1,2-d]triazole